1,3-diethoxy-1,3-dioxopropan C(C)OC(CC(=O)OCC)=O